1-Tert-butyl N-[2-[[4-[[[2-(2,6-dioxo-3-piperidyl)-1,3-dioxo-isoindolin-4-yl]amino]methyl]phenyl]methyl-methyl-amino]ethyl]-N-methyl-carbamate O=C1NC(CCC1N1C(C2=CC=CC(=C2C1=O)NCC1=CC=C(C=C1)CN(CCN(C(OC(C)(C)C)=O)C)C)=O)=O